FC1=CC=C(C=N1)NC(O[C@H](C)[C@H](C)OC1=CC2=C(N=C(S2)C=2C=C(C=C3C=C(C=NC23)OC)Cl)C(=C1F)Cl)=O (2R,3S)-3-((4-chloro-2-(6-chloro-3-methoxyquinolin-8-yl)-5-fluorobenzo[d]thiazol-6-yl) oxy)butan-2-yl (6-fluoropyridin-3-yl)carbamate